(1R)-2,2,2-trifluoro-1-(2-methoxypyridin-4-yl)ethanamine hydrochloride Cl.FC([C@H](N)C1=CC(=NC=C1)OC)(F)F